C(C)(=O)OCC1=CC=C(C=O)O1 5-(acetoxymethyl)furfural